ClC1=NC=C(C=C1C(=O)NC1CC1)OC[C@H](C)N(S(=O)(=O)C(F)(F)F)COC 2-chloro-N-cyclopropyl-5-[(2S)-2-[methoxymethyl(trifluoromethyl-sulfonyl)amino]propoxy]pyridine-3-carboxamide